5-bromo-2-chloro-3-hydrazineylpyrazine BrC=1N=C(C(=NC1)Cl)NN